NC=1C=2N(C=CN1)C(=NC2C2=CC=C(C=C2)C(NC2=NC=CC(=C2)C(F)F)=O)[C@H]2CN([C@H](CO2)C)C2CCC(CC2)(C(=O)O)C trans-4-{(2R,5S)-2-[8-amino-1-(4-{[4-(difluoromethyl)pyridin-2-yl]carbamoyl}phenyl)imidazo[1,5-a]pyrazin-3-yl]-5-methylmorpholin-4-yl}-1-methylcyclohexanecarboxylic acid